(±)-8-(2-hydroxy-2-(methyl-d3)cyclopentyl)-6-(difluoromethyl-d)-2-((1-(methylsulfonyl)piperidin-4-yl)amino)pyrido[2,3-d]pyrimidin-7(8H)-one OC1(C(CCC1)N1C(C(=CC2=C1N=C(N=C2)NC2CCN(CC2)S(=O)(=O)C)C([2H])(F)F)=O)C([2H])([2H])[2H]